BrC1=CC=C(C=C1)CCC#C 1-bromo-4-(but-3-yn-1-yl)benzene